FC1=C(C=C(C=C1)C1=CNC2=C1C(N(C=C2)CC(=O)N2CC(CC2)F)=O)C(F)(F)F 3-(4-fluoro-3-(trifluoromethyl)phenyl)-5-(2-(3-fluoropyrrolidin-1-yl)-2-oxoethyl)-1H-pyrrolo[3,2-c]pyridin-4(5H)-one